[N+](=O)([O-])C1=CC=CC(=N1)N1CC(CC1=O)NC(OC(C)(C)C)=O tert-butyl (1-(6-nitropyridin-2-yl)-5-oxopyrrolidin-3-yl)carbamate